6-chloro-N-{3-[2-(4-chloro-3-fluorophenoxy)acetamido]bicyclo[1.1.1]pentan-1-yl}-4-(2,2,2-trifluoroethanesulfonyl)-3,4-dihydro-2H-1,4-benzoxazine-2-carboxamide ClC=1C=CC2=C(N(CC(O2)C(=O)NC23CC(C2)(C3)NC(COC3=CC(=C(C=C3)Cl)F)=O)S(=O)(=O)CC(F)(F)F)C1